O=CNCCOCCOCCOCCOCCC(=O)O 1-oxo-5,8,11,14-tetraoxa-2-azaheptadecan-17-oic acid